N[C@H]1CN(C[C@@H](C1)F)C(=O)C1=CC2=C(N(C(=N2)C2=CC=3C=4N2C(CN(C4C=CC3)CCCOC)CC)C)C(=C1)OC ((3R,5R)-3-amino-5-fluoropiperidin-1-yl)(2-(3-ethyl-1-(3-methoxypropyl)-2,3-dihydro-1H-pyrrolo[1,2,3-de]quinoxalin-5-yl)-7-methoxy-1-methyl-1H-benzo[d]imidazol-5-yl)methanone